C(C)(C)(C)OC(=O)NCC1=CC(=C(C=C1)NC(=O)C1=CC2=C(OCCC3=C2SC=C3)C=C1C=1C(=NC(=CC1)C(NC1C(NC(CC1)=O)=O)=O)C(=O)OC)C methyl 3-(9-((4-(((tert-butoxycarbonyl)amino)methyl)-2-methylphenyl)carbamoyl)-4,5-dihydrobenzo[b]thieno[2,3-d]oxepin-8-yl)-6-((2,6-dioxopiperidin-3-yl)carbamoyl)picolinate